O1C(=NC2=C1C=CC=C2)C2=C(C(N(C(=N2)N2[C@@H](C1=CC=CC=C1CC2)C2=CC=CC=C2)C)=O)O (R)-6-(benzo[d]oxazol-2-yl)-5-hydroxy-3-methyl-2-(1-phenyl-3,4-dihydroisoquinolin-2(1H)-yl)pyrimidin-4(3H)-one